3-[trimethoxysilyl]-propyl-dimethyl-octadecyl-ammonium chloride [Cl-].CO[Si](CCC[N+](CCCCCCCCCCCCCCCCCC)(C)C)(OC)OC